(R)-6-((1-Hydroxy-2-methylpropan-2-yl)amino)-N-(6-methyl-2-(2-methylmorpholino)pyrimidin-4-yl)-2-(6-azaspiro[2.5]octan-6-yl)nicotinamide OCC(C)(C)NC1=NC(=C(C(=O)NC2=NC(=NC(=C2)C)N2C[C@H](OCC2)C)C=C1)N1CCC2(CC2)CC1